NC1=CC=CC(=N1)C#N 6-Amino-2-Cyanopyridine